NC1=CC=C(C=C1)C1=NC=NC=N1 (4-aminophenyl)-1,3,5-triazine